C(CCCCCC)OCCNCCCN1CCOCC1 N-(2-heptoxyethyl)-3-morpholinopropan-1-amine